NC1=NC=CC=C1C1=NC=2C(=NC(=CC2)C=2C=NC(=CC2)OC)N1C1=CC=C(CN2CCC(CC2)NC2=NC(=NC=C2)C#N)C=C1 4-((1-(4-(2-(2-Aminopyridin-3-yl)-5-(6-methoxypyridin-3-yl)-3H-imidazo[4,5-b]pyridin-3-yl)benzyl)piperidin-4-yl)amino)pyrimidine-2-carbonitrile